CCCC1=C2C(=CC3=C1OC(=CC3=O)C(=O)O)C(=O)C=C(N2CC)C(=O)O The molecule is a dicarboxylic acid and an organic heterotricyclic compound. It has a role as a non-steroidal anti-inflammatory drug, an anti-asthmatic drug and an anti-allergic agent. It is a conjugate acid of a nedocromil(2-).